2-Dimethylamino-N-(4,4-dimethyl-pentyl)-4-methyl-6-[(3R)-3-methyl-morpholin-4-yl]-pyridine-3-carboxylic acid amide CN(C1=NC(=CC(=C1C(=O)NCCCC(C)(C)C)C)N1[C@@H](COCC1)C)C